4-n-propyl-styrene C(CC)C1=CC=C(C=C)C=C1